2-(7-(8-((1S,2R)-2-fluorocyclopropane-1-carbonyl)-3,8-diazabicyclo[3.2.1]octan-3-yl)-3H-imidazo[4,5-b]pyridin-2-yl)cyclopropane-1-carbonitrile F[C@H]1[C@@H](C1)C(=O)N1C2CN(CC1CC2)C2=C1C(=NC=C2)NC(=N1)C1C(C1)C#N